CC=1N(N=C2C(=NN=C(C21)C)N2CCC(CC2)C(=O)NCC2=NC=CC=C2)C2=CC=C(C=C2)C 1-(3,4-dimethyl-2-(p-tolyl)-2H-pyrazolo[3,4-d]pyridazin-7-yl)-N-(pyridin-2-ylmethyl)piperidine-4-carboxamide